C1=C(C=CC2=CC(=CC=C12)C(=O)O)C1=CC2=CC=C(C=C2C=C1)C(=O)O [2,2'-binaphthyl]-6,6'-dicarboxylic acid